2-ACETATE CC(=O)OCC1COCC(O1)COCC2=CC=CC=C2